5-(cyclopropylmethyl)-3-hydroxypyrrolidin-2-one C1(CC1)CC1CC(C(N1)=O)O